C[C@H]1CC[C@@H](N(C1)C(=O)OC(C)(C)C)C1=CC2=CN(N=C2C=C1)[C@H]1CC(N(CC1)C)(C)C |o1:23| tert-butyl (2R,5S)-5-methyl-2-[2-[rel-(4R)-1,2,2-trimethyl-4-piperidyl]indazol-5-yl]piperidine-1-carboxylate